C1=C2C=3C4=C(COC3C=C1)C=CC=C4OC2 5,10-dihydrochromeno[5,4,3-cde]chromen